ClC1=CC2=C(N(C(C(N2C2CCNCC2)=O)=O)C2=C(C=CC=C2CC)CC)N=C1C1=C(C=CC=C1)F 7-chloro-4-(2,6-diethylphenyl)-6-(2-fluorophenyl)-1-(piperidin-4-yl)-1,4-dihydropyrido[2,3-b]pyrazine-2,3-dione